(5S)-6-[4-(4-ethyl-4-hydroxypiperidin-1-yl)-3-(trifluoromethyl)phenyl]-5-methyl-4,5-dihydro-1,2,4-triazin-3(2H)-one C(C)C1(CCN(CC1)C1=C(C=C(C=C1)C=1[C@@H](NC(NN1)=O)C)C(F)(F)F)O